OC1=C(C=C(CNC([C@H](C)C2=CC=CC=C2)=O)C=C1)OC (R)-N-(4-hydroxy-3-methoxybenzyl)-2-phenylpropionamide